FC(C1=NN=C(S1)N1C(N(C2=C1C=C(C=C2C=2CCN(CC2)C(=O)OC(C)(C)C)S(NC2(COC2)CF)(=O)=O)C)=O)F tert-butyl 4-[1-[5-(difluoromethyl)-1,3,4-thiadiazol-2-yl]-6-[[3-(fluoromethyl)oxetan-3-yl]sulfamoyl]-3-methyl-2-oxo-benzimidazol-4-yl]-3,6-dihydro-2H-pyridine-1-carboxylate